6-(3-chloro-2-fluorobenzyl)-7-fluoro-4-oxo-1,4-dihydroquinoline-3-carboxylic acid ethyl ester C(C)OC(=O)C1=CNC2=CC(=C(C=C2C1=O)CC1=C(C(=CC=C1)Cl)F)F